3,5-di-t-butyl-4-hydroxy-benzene-propionic acid isooctyl ester C(CCCCC(C)C)OC(CCC1=CC(=C(C(=C1)C(C)(C)C)O)C(C)(C)C)=O